ClC1=CC=C(C=C1)C1=C(NC=2C1=NC=CC2)C2=C(C=NC=C2)OCCNC 2-({4-[3-(4-chlorophenyl)-1H-pyrrolo[3,2-b]pyridin-2-yl]pyridin-3-yl}oxy)-N-methylethan-1-amine